7-Hydroxytetradecanoic acid OC(CCCCCC(=O)O)CCCCCCC